ClC1=C(OC2=C(C=CC=C2)NC(=O)C=2C(=NN(C2)C)C(F)F)C=CC(=C1)Cl N-[2-[2,4-dichloro-phenoxy]phenyl]-3-(difluoromethyl)-1-methylpyrazole-4-carboxamide